3-(5,5-Dioctyl-1,3-dioxan-2-yl)propionitrile C(CCCCCCC)C1(COC(OC1)CCC#N)CCCCCCCC